methyl (S)-2-cyclopropyl-4-((2-(4-((2,3-dihydroxypropyl)carbamoyl)phenyl)-3-oxo-2,8-diazaspiro[4.5]decan-8-yl)methyl)-5-ethoxybenzoate C1(CC1)C1=C(C(=O)OC)C=C(C(=C1)CN1CCC2(CC(N(C2)C2=CC=C(C=C2)C(NC[C@@H](CO)O)=O)=O)CC1)OCC